ClCC(=O)N1CC2(C1)CCOCC2 2-chloro-1-(7-oxa-2-azaspiro[3.5]non-2-yl)ethan-1-one